(R)-N-((1R)-1-(4,5-difluoro-2-(iodomethyl)-2-methyl-2,3-dihydrobenzofuran-7-yl)ethyl)-2-methylpropane-2-sulfinamide FC1=C(C=C(C2=C1CC(O2)(C)CI)[C@@H](C)N[S@](=O)C(C)(C)C)F